C1(CC1)C(C)C1=C(C(=CC=C1)C(C)S(=O)C1CC1)O 2-(1-cyclopropylethyl)-6-(1-(cyclopropylsulfinyl)ethyl)phenol